benzyl 4-[(3R)-1-[[4-(tert-butoxycarbonylamino) cyclohexyl]methyl]pyrrolidin-3-yl]piperazine-1-carboxylate C(C)(C)(C)OC(=O)NC1CCC(CC1)CN1C[C@@H](CC1)N1CCN(CC1)C(=O)OCC1=CC=CC=C1